C1(CC1)C(C(C#C[Si](CC)(CC)CC)(F)F)NC1C2=CC=CC=C2C=2C=CC=CC12 N-(1-cyclopropyl-2,2-difluoro-4-(triethylsilyl)but-3-yn-1-yl)-9H-fluoren-9-amine